(Z)-Methyl 2-((((1-aminoethylidene)amino)oxy)carbonyl)-3-fluorobenzoate N\C(\C)=N/OC(=O)C1=C(C(=O)OC)C=CC=C1F